BrC=1C=CC2=C(N=C(S2)C2CC(C2)N)C1 3-(5-bromobenzo[d]thiazol-2-yl)Cyclobutanamine